F[C@H]1C[C@H](N(C1)C(=O)C1(CC1)C1=CC=C(C=C1)OC(F)(F)F)C(=O)O (2S,4S)-4-fluoro-1-[1-[4-(trifluoromethoxy)phenyl]cyclopropanecarbonyl]pyrrolidine-2-carboxylic acid